FC1=CC=C(C=C1)[C@@H](C1CCN(CC1)C(=O)C=1C=CC2=C(NC(CO2)=O)C1)C=1C=NC(=CC1)F |o1:7| 6-[4-[(R or S)-(4-Fluorophenyl)-(6-fluoro-3-pyridyl)methyl]piperidine-1-carbonyl]-4H-1,4-benzoxazin-3-one